(S)-2-((((9H-fluoren-9-yl)methoxy)carbonyl)(methyl)amino)-4-(4-methoxyphenyl)butanoic acid C1=CC=CC=2C3=CC=CC=C3C(C12)COC(=O)N([C@H](C(=O)O)CCC1=CC=C(C=C1)OC)C